phenethyl 2-((2-(p-tolyl)prop-1-en-1-yl)oxy)propanoate C1(=CC=C(C=C1)C(=COC(C(=O)OCCC1=CC=CC=C1)C)C)C